N-[(4-methoxyphenyl)methyl]-N-methyl-3-(1-methylimidazol-4-yl)-4-[[5-(trifluoromethoxy)-2-pyridinyl]amino]benzenesulfonamide COC1=CC=C(C=C1)CN(S(=O)(=O)C1=CC(=C(C=C1)NC1=NC=C(C=C1)OC(F)(F)F)C=1N=CN(C1)C)C